C1(=CC=CC=C1)C=CCN1[C@@H](CCC1)C(=O)O phenylallyl-L-proline